FC(S(=O)(=O)[N-]S(=O)(=O)C(F)(F)F)(F)F bis(trifluoro-methanesulfonyl)amide